C1(CC1)C1=NN(C=N1)C1CC2(CN(C2)C(=O)C=2C=NC(=NC2)OCC2(CC2)C(F)(F)F)C1 [6-(3-cyclopropyl-1,2,4-triazol-1-yl)-2-azaspiro[3.3]heptan-2-yl]-[2-[[1-(trifluoromethyl)cyclopropyl]methoxy]pyrimidin-5-yl]methanone